C(C)(C)(C)OC(=O)NC(C(=O)N1CCN(CC1)C(=O)NC1=NC(N(C=C1)C1=CC=C(C=C1)CC(C)N[C@@H]1CC[C@H](CC1)NC(OC(C)(C)C)=O)=O)(C)C tert-butyl (trans-4-((1-(4-(4-(4-(2-((tert-butoxycarbonyl)amino)-2-methylpropanoyl)piperazine-1-carboxamido)-2-oxopyrimidin-1(2H)-yl)phenyl)propan-2-yl)amino)cyclohexyl)carbamate